1-oxoisoindoline-2-carboxylic acid tert-butyl ester C(C)(C)(C)OC(=O)N1C(C2=CC=CC=C2C1)=O